ClC=1C=CC=C(C1)[Mg]Cl 5-chlorophenyl-magnesium chloride